C(CCCCCCCCCCC)C=1C=C2C(=CC(NC2=CC1)(C)C)C 6-dodecyl-2,2,4-trimethyl-1,2-dihydroquinoline